1,1-dimethylethyl [1-({4,5-difluoro-2-[(2-fluoro-4-iodophenyl)amino]phenyl}carbonyl)azetidin-3-yl]carbamate FC1=CC(=C(C=C1F)C(=O)N1CC(C1)NC(OC(C)(C)C)=O)NC1=C(C=C(C=C1)I)F